8-[7-(difluoromethyl)-6-(1-methylpyrazol-4-yl)-3,4-dihydro-2H-quinolin-1-yl]-N-methyl-6-[1-(piperidin-4-ylmethyl)piperidin-4-yl]-3,4-dihydro-1H-isoquinoline-2-carboxamide FC(C1=C(C=C2CCCN(C2=C1)C=1C=C(C=C2CCN(CC12)C(=O)NC)C1CCN(CC1)CC1CCNCC1)C=1C=NN(C1)C)F